COC1=CC=C(CO[C@H]2CC[C@@]3([C@H]4CC[C@@]5([C@H](CC[C@H]5[C@@H]4CC=C3C2)C(C)=O)C)C)C=C1 1-((3S,8S,9S,10R,13S,14S,17S)-3-((4-methoxybenzyl)oxy)-10,13-dimethyl-2,3,4,7,8,9,10,11,12,13,14,15,16,17-tetradecahydro-1H-cyclopenta[a]phenanthren-17-yl)ethan-1-one